(1,3-dimesitylimidazolidin-2-ylidene)(5-(N,N-dimethylsulfamoyl)-2-isopropoxybenzylidene)ruthenium(VI) chloride C1(=C(C(=CC(=C1)C)C)N1C(N(CC1)C1=C(C=C(C=C1C)C)C)=[Ru](=CC1=C(C=CC(=C1)S(N(C)C)(=O)=O)OC(C)C)(Cl)Cl)C